CN(C/C=C/C(=O)N(C)C=1C(=NC=2CCNCC2C1)OC)C (E)-4-(Dimethylamino)-N-(2-methoxy-5,6,7,8-tetrahydro-1,6-naphthyridin-3-yl)-N-methylbut-2-enamide